4-amino-N-(2-chloro-6-fluorobenzyl)-3-(2-hydroxypropan-2-yl)benzamide NC1=C(C=C(C(=O)NCC2=C(C=CC=C2F)Cl)C=C1)C(C)(C)O